tert-Butyl (3-methyl-2-oxo-1-(tetrahydro-2H-pyran-4-yl)-2,3-dihydro-1H-imidazo[4,5-c]pyridin-6-yl)(2-methyl-4-((1-methyl-5-nitro-1H-imidazol-2-yl)methoxy)phenyl)carbamate CN1C(N(C2=C1C=NC(=C2)N(C(OC(C)(C)C)=O)C2=C(C=C(C=C2)OCC=2N(C(=CN2)[N+](=O)[O-])C)C)C2CCOCC2)=O